C(C=C)(=O)OC(C1=CC=CC=C1)(C1=CC=CC=C1)OC(C=C)=O m-diphenylmethylene diacrylate